1-[3-(4-Bromo-2-methyl-2H-pyrazol-3-yl)-4-methoxy-phenyl]-(3,4-difluoro-phenyl)-urea BrC1=C(N(N=C1)C)C=1C=C(C=CC1OC)N(C(=O)N)C1=CC(=C(C=C1)F)F